ClC1=C(COC2=C(C=C(C=C2)/C=C/C(=O)NC2(CCCC2)C(=O)O)OC)C=CC=C1 (E)-1-(3-(4-((2-chlorobenzyl)oxy)-3-methoxyphenyl)acrylamido)cyclopentane-1-carboxylic acid